N-(3-phenyloxetan-3-yl)-5-(4-(trifluoromethyl)phenoxy)-2-naphthamide C1(=CC=CC=C1)C1(COC1)NC(=O)C1=CC2=CC=CC(=C2C=C1)OC1=CC=C(C=C1)C(F)(F)F